C1=CC=C(C=2SC3=C(C21)C=CC=C3)B(O)O dibenzo[b,d]Thien-4-ylboronic acid